CN(C)CC1C(CCC(C1)OCC1=CC=C(C=C1)F)(O)C1=CC(=CC=C1)OC (dimethylamino)methyl-4-(p-fluorobenzyloxy)-1-(m-methoxyphenyl)cyclohexanol